1-(tert-butyl) 2-methyl (2S,4R)-4-(2-(benzyloxy)ethoxy)pyrrolidine-1,2-dicarboxylate C(C1=CC=CC=C1)OCCO[C@@H]1C[C@H](N(C1)C(=O)OC(C)(C)C)C(=O)OC